6-bis(trimethylsiloxy)methylsilylhexanamine C[Si](OC(O[Si](C)(C)C)[SiH2]CCCCCCN)(C)C